3,3-difluorocyclobutyl 5-(4-((4-(1H-pyrazol-4-yl)phenyl)amino)-5-fluoropyrimidin-2-yl)indoline-1-carboxylate N1N=CC(=C1)C1=CC=C(C=C1)NC1=NC(=NC=C1F)C=1C=C2CCN(C2=CC1)C(=O)OC1CC(C1)(F)F